2-(5-chloro-6-hydroxy-3-pyridyl)-4-[(2,6-difluorophenyl)methyl]-1,2,4-triazol-3-one ClC=1C=C(C=NC1O)N1N=CN(C1=O)CC1=C(C=CC=C1F)F